N-tert-butyl-2-pyrrolidinone C(C)(C)(C)N1C(CCC1)=O